C[Si](N([Si](C)(C)C)CCC[Si](OC)(OC)OC)(C)C N,N-bis(trimethylsilyl)aminopropyltrimethoxysilane